dimethyl-3-pentyl-6a,7,8,10a-tetrahydro-6H-benzo[c]chromen-1-ol CC1=C(C(=C(C=2C3C(COC12)CCC=C3)O)C)CCCCC